FC(OC1=CC=C(C=C1)NN=C(C#N)C#N)(F)F carbonyl cyanide 4-[trifluoromethoxy]phenylhydrazone